N(C)C[C@H](O)[C@@H](O)[C@H](O)[C@H](O)CO.CNC[C@@H](O)[C@@H](O)[C@H](O)[C@H](O)CO D(-)-N-methylglucamine (meglumine) salt